N1C(=CC2=CC=CC=C12)C1C(=O)NC(C1)=O (indol-2-yl)succinimide